3,4-dimethoxy-phenylalanine COC=1C=C(C[C@H](N)C(=O)O)C=CC1OC